Cl.C(C)OC(C[C@@H](C1=CC(=CC=C1)OC1=C(C=CC=C1)C)N)=O (S)-3-amino-3-(3-(o-tolyloxy)phenyl)propionic acid ethyl ester hydrochloride